(1S)-1-(4-isopropylphenyl)ethanamine C(C)(C)C1=CC=C(C=C1)[C@H](C)N